p-cyanocyclohexylmethylamine C(#N)C1CCC(CC1)CN